C(\C=C\C(=O)[O-])(=O)[O-].[Fe+2] Ferrous fumarate